4-(methyl ((3R,4R)-4-methylpiperidin-3-yl) amino)-1H-pyrrolo[2,3-b]pyridine-5-carboxylate CN(C1=C2C(=NC=C1C(=O)[O-])NC=C2)[C@H]2CNCC[C@H]2C